1-[2-{3-amino-1-piperidyl}-4-(4-fluorophenyl)cyclopentyl]pyrazole NC1CN(CCC1)C1C(CC(C1)C1=CC=C(C=C1)F)N1N=CC=C1